2-(chloromethyl)-6-(3-(1,1-difluoroethyl)phenyl)pyrazine ClCC1=NC(=CN=C1)C1=CC(=CC=C1)C(C)(F)F